tert-Butyl (R)-4-(6-(([1,1'-biphenyl]-4-ylmethyl)amino)-9-isopropyl-9H-purin-2-yl)-3-(hydroxymethyl)piperazine-1-carboxylate C1(=CC=C(C=C1)CNC1=C2N=CN(C2=NC(=N1)N1[C@H](CN(CC1)C(=O)OC(C)(C)C)CO)C(C)C)C1=CC=CC=C1